2,4-Diamino-6-[1-(8-fluoro-2-pyridin-2-yl-quinolin-3-yl)-ethylamino]-pyrimidine-5-carbonitrile NC1=NC(=C(C(=N1)N)C#N)NC(C)C=1C(=NC2=C(C=CC=C2C1)F)C1=NC=CC=C1